C(C)(C)(C)C1=C(C(=C2C=C(C(C2=C1)[Li])C)C1=C(C=CC=C1)C)OC 6-Tert-butyl-4-(o-tolyl)-5-methoxy-2-methylindenyl-lithium